3-chloro-7-methyl-5H-imidazo[4,5-c]pyridazin-6-one ClC1=CC2=C(N=N1)N(C(N2)=O)C